1-(2-Chlorobenzyl)-3-((cyclopentylamino)methyl)-7-fluoro-1H-indole-2-carboxylic acid ClC1=C(CN2C(=C(C3=CC=CC(=C23)F)CNC2CCCC2)C(=O)O)C=CC=C1